N[C@@H]1CN(CCC1)C1=C(C=NC=2NCCCC12)NC(=O)C1=NC(=C(C=C1)F)C1=C(C=CC=C1F)F N-{4-[(3S)-3-aminopiperidin-1-yl]-5,6,7,8-tetrahydro-1,8-naphthyridin-3-yl}-6-(2,6-difluorophenyl)-5-fluoropyridine-2-carboxamide